(S)-4-(5-(5-fluoro-2-methoxypyridin-4-yl)-1H-pyrazole-3-carbonyl)-N-((4S,7r)-1-oxaspiro[3.5]non-7-yl)-4-azaspiro[2.5]octane-7-carboxamide FC=1C(=CC(=NC1)OC)C1=CC(=NN1)C(=O)N1C2(CC2)C[C@H](CC1)C(=O)NC1CCC2(CCO2)CC1